M-(3-Chloro-4-methylphenyl)-3-(3-(2,6-dioxopiperidin-3-yl)-2-methylquinolin-7-yl)acrylamide ClC=1C=C(C=CC1C)C1(C(NC(CC1)=O)=O)C=1C(=NC2=CC(=CC=C2C1)C=CC(=O)N)C